2-methylcyclopropylamine hydrochloride Cl.CC1C(C1)N